C(C)OC=1C(=CNC(C1)=O)C1=CC(=C(C=C1)CC(=O)NC1=NOC(=C1)C(C(F)(F)F)(C)C)F 2-(4-(4-ethoxy-6-oxo-1,6-dihydropyridin-3-yl)-2-fluorophenyl)-N-(5-(1,1,1-trifluoro-2-methylpropan-2-yl)isoxazol-3-yl)acetamide